BrC=1C=C(C(=O)OC)C=CC1OC1CC1 methyl 3-bromo-4-cyclopropoxybenzoate